C(CCCCCCCCCCCCCCCCC)N1[C@@H](C[C@@H](O)C1)C(=O)O N-octadecyl-hydroxyproline